FC1(CC2(CN(C2)C[C@@]2(C(C2)(F)F)CO)C1)F (R)-(1-((6,6-difluoro-2-azaspiro[3.3]heptan-2-yl)methyl)-2,2-difluorocyclopropyl)methanol